(R)-3-amino-2-(4-chlorophenyl)-N-(isoquinolin-6-yl)propionamide NC[C@H](C(=O)NC=1C=C2C=CN=CC2=CC1)C1=CC=C(C=C1)Cl